N-((S)-2-((1',2'-dimethyl-6'-oxo-1',6'-dihydro-[3,3'-bipyridin]-6-yl)amino)-1-((1r,4S)-4-methylcyclohexyl)-2-oxoethyl)-1-ethyl-1H-pyrazole-5-carboxamide CN1C(=C(C=CC1=O)C=1C=NC(=CC1)NC([C@H](C1CCC(CC1)C)NC(=O)C1=CC=NN1CC)=O)C